N,N,N',N'-tetrameth-ylethylenediamine CN(CCN(C)C)C